C(#N)C1=C(C(C(=CN1C(C)C)C(=O)N)=O)C1=CC=C(C=C1)F 6-cyano-5-(4-fluorophenyl)-1-isopropyl-4-oxo-1,4-dihydropyridine-3-carboxamide